Cl.NC1CCN(CC1)C1=CC(=C(C(=N1)C1=CC(=C(C#N)C=C1)F)C=1C=CC2=C(NC(O2)=O)C1)O 4-(6-(4-aminopiperidin-1-yl)-4-hydroxy-3-(2-oxo-2,3-dihydrobenzo[d]oxazol-5-yl)pyridin-2-yl)-2-fluorobenzonitrile hydrochloride